C(#N)C=1C=C2CCC(CC2=C(C1)F)C1=CC=CC(=N1)N1CCN(CC1)CC1=NC2=C(N1C[C@H]1OCC1)C=C(C=C2)C(=O)OC methyl 2-((4-(6-(6-cyano-8-fluoro-1,2,3,4-tetrahydronaphthalen-2-yl)pyridin-2-yl)piperazin-1-yl)methyl)-1-((S)-oxetan-2-ylmethyl)-1H-benzo[d]imidazole-6-carboxylate